C1(CCCC1)CNC=1C2=C(N=C(N1)NC1=C(C=C(C=C1)N1C(CCC1)=O)OC)NC=C2C#N 4-((cyclopentylmethyl)amino)-2-((2-methoxy-4-(2-oxopyrrolidin-1-yl)phenyl)amino)-7H-pyrrolo[2,3-d]pyrimidine-5-carbonitrile